2,4,5,6-tetrakis(carbazol-9-yl)-1,3-dicyanobenzene C1=CC=CC=2C3=CC=CC=C3N(C12)C1=C(C(=C(C(=C1C#N)N1C2=CC=CC=C2C=2C=CC=CC12)N1C2=CC=CC=C2C=2C=CC=CC12)N1C2=CC=CC=C2C=2C=CC=CC12)C#N